O[C@@H]1[C@@H](CNC1)C12CN(CC2C1)C(=O)N [(3R,4R)-4-hydroxypyrrolidin-3-yl]-3-azabicyclo[3.1.0]hexane-3-carboxamide